COC=1C=C(C=CC1OC)C1=NC2=C(N1C)C=C(C=C2C)C2CCN(CC2)C2CC1CCC(C2)N1CC(C)C 2-(3,4-dimethoxyphenyl)-6-(1-(8-isobutyl-8-azabicyclo[3.2.1]octan-3-yl)piperidin-4-yl)-1,4-dimethyl-1H-benzo[d]imidazole